FC(OC=1C=2N(C=C(C1)C(F)(F)F)C[C@]1(N2)[C@H](COC2=C(C(=CC=C21)F)F)F)F (3R,4S)-8'-(difluoromethoxy)-3,7,8-trifluoro-6'-(trifluoromethyl)-3'H-spiro[chromane-4,2'-imidazo[1,2-a]pyridine]